O1CCOC12CCC(CC2)N2CCC(CC2)N2N=C(C=1C2=NC=NC1N)C1=CC=C(C=C1)OC1=CC=CC=C1 1-[1-(1,4-dioxaspiro[4.5]decan-8-yl)-4-piperidyl]-3-(4-phenoxyphenyl)pyrazolo[3,4-d]pyrimidin-4-amine